N-[tris(hydroxymethyl)methyl]-2-hydroxy-3-aminopropanesulfonic acid OCC(NCC(CS(=O)(=O)O)O)(CO)CO